(benzo[4,5]imidazo[1,2-a]piperidin-6-yl)carbamate C1CCCC=2N1C1=C(N2)C(=CC=C1)NC([O-])=O